ClC1=C(C(=CC=C1C1=NN(C2=NC(=NC=C21)N2CCN(C1(CC1)C2)S(=O)(=O)C)C)Cl)O 2,6-Dichloro-3-(1-methyl-6-(4-(methylsulfonyl)-4,7-diazaspiro[2.5]octan-7-yl)-1H-pyrazolo[3,4-d]pyrimidin-3-yl)phenol